3-bromo-5-(2,6-dimethylphenyl)benzaldehyde BrC=1C=C(C=O)C=C(C1)C1=C(C=CC=C1C)C